Br.CSC(N)=N S-methylisothiourea hydrogen bromide